C(#N)CCC(C(=O)O)N γ-cyano-α-aminobutyric acid